(R)-4-(cyclopropanecarbonyl)-2,2-dimethyloxazolidine-3-carboxylic acid tert-butyl ester C(C)(C)(C)OC(=O)N1C(OC[C@@H]1C(=O)C1CC1)(C)C